COC(CC1=CC(=C(C(=O)O)C=C1)C)=O 4-(2-methoxy-2-oxoethyl)-2-methylbenzoic acid